NC=1C2=C(N=CN1)N(C(=C2C=2C=NC1=CC=CC=C1C2)C#C)C21CCC(CC2)(C1)CNC(=O)C1=CC=NN1C N-((4-(4-Amino-6-ethynyl-5-(quinolin-3-yl)-7H-pyrrolo[2,3-d]pyrimidin-7-yl)bicyclo-[2.2.1]heptan-1-yl)methyl)-1-methyl-1H-pyrazole-5-carboxamide